C(C)(C)(C)C1N(CCC(C1)=O)C1=C(C=C(C=C1)[N+](=O)[O-])F tert-butyl-1-(2-fluoro-4-nitro-phenyl)piperidin-4-one